ClC1=NN(C(C2=C1COC(C2)=O)=O)C 4-chloro-2-methyl-5,8-dihydropyrano[3,4-d]pyridazine-1,7-dione